ClC1=C(C=CC=C1NC(=O)C=1SC=2CNCCC2N1)C1=C(C(=CC=C1)NC(=O)C1=NC2=C(CNCC2)N1C)C#N N-(2-Chloro-2'-cyano-3'-(3-methyl-4,5,6,7-tetrahydro-3H-imidazo[4,5-c]pyridin-2-carboxamido)-[1,1'-biphenyl]-3-yl)-4,5,6,7-tetrahydrothiazolo[5,4-c]pyridin-2-carboxamid